dinitropyrazinium hydrazine salt NN.[N+](=O)([O-])C1=[N+](C=CN=C1)[N+](=O)[O-]